1-hexadecanoyl-2-tetradecanoyl-glycero-3-phosphoserine C(CCCCCCCCCCCCCCC)(=O)OCC(OC(CCCCCCCCCCCCC)=O)COP(=O)(O)OC[C@H](N)C(=O)O